FC1=C(C(=O)O)C=CC(=C1)B1OC(CO1)CCC 2-fluoro-4-(5-propyl-1,3,2-dioxaborolan-2-yl)benzoic acid